6-methoxy-3-(2-hexyl-2,3-dihydro-1,3-dioxo-1H-benzo[de]isoquinolin-6-yl)benzaldehyde COC1=CC=C(C=C1C=O)C=1C=CC=2C(N(C(C3=CC=CC1C23)=O)CCCCCC)=O